N1N=CC=2C(=CC=CC12)[S-].[Na+] sodium 1H-indazole-4-thiolate